methyl 10-((1,1-dioxidotetrahydro-2H-thiopyran-4-yl)oxy)decanoate O=S1(CCC(CC1)OCCCCCCCCCC(=O)OC)=O